2-(3,4-dimethoxyphenyl)-6-(1-(2-isopropyl-2-azaspiro[3.3]hept-6-yl)piperidin-4-yl)-8-methylimidazo[1,2-a]pyridine COC=1C=C(C=CC1OC)C=1N=C2N(C=C(C=C2C)C2CCN(CC2)C2CC3(CN(C3)C(C)C)C2)C1